9-DECEN-2-ONE CC(CCCCCCC=C)=O